C(C)C1=C(C(=NN1)C(=O)NC1=CC=C(C=C1)N1CCOCC1)C 5-ethyl-4-methyl-N-[4-[(2S)-morpholinyl]phenyl]-1H-pyrazole-3-carboxamide